CN(C1=CC(=CC=C1)C)CCCC#N N-methyl-N-cyanopropyl-m-toluidine